2-carbamoyl-4-((2R,3S,4S,5R)-3-(2-ethoxy-3,4-difluorophenyl)-4,5-dimethyl-5-(trifluoromethyl)tetrahydrofuran-2-carboxamido)pyridine 1-oxide C(N)(=O)C1=[N+](C=CC(=C1)NC(=O)[C@@H]1O[C@]([C@H]([C@H]1C1=C(C(=C(C=C1)F)F)OCC)C)(C(F)(F)F)C)[O-]